tert-butyl (3-(3-aminophenyl)prop-2-yn-1-yl)carbamate NC=1C=C(C=CC1)C#CCNC(OC(C)(C)C)=O